C(C)(C)(C)C=1C2(C=3C(=NC=C(C3Cl)B3OC(C(O3)(C)C)(C)C)N1)CCCC2 tert-Butyl-4'-chloro-5'-(4,4,5,5-tetramethyl-1,3,2-dioxaborolan-2-yl)spiro[cyclopentane-1,3'-pyrrolo[2,3-b]pyridin]